3-chloro-2-oxo-5,6-dihydroxypyridine ClC=1C(NC(=C(C1)O)O)=O